Benzyl 4-((4-((2-aminoethyl)carbamoyl)benzyl)thio)-4-oxobutanoate NCCNC(=O)C1=CC=C(CSC(CCC(=O)OCC2=CC=CC=C2)=O)C=C1